FC1=CC(=C(C(=C1)C)C1=CC=NC2=CC(=CC=C12)O[C@@H](C(=O)N1C[C@@](CCC1)(C(=O)O)C)C)C (3R)-1-[(2R)-2-[[4-(4-fluoro-2,6-dimethyl-phenyl)-7-quinolyl]oxy]propanoyl]-3-methyl-piperidine-3-carboxylic acid